octacosanyl chloride C(CCCCCCCCCCCCCCCCCCCCCCCCCCC)Cl